C(C)[C@@H]1N(CCOC1)C1=NC(=NC(=C1)C1(CCOCC1)S(=O)(=O)C)C1=CC=C2C(=N1)C=C(N2)CO[Si](C(C)C)(C(C)C)C(C)C (3S)-3-ethyl-4-[6-(4-methanesulfonyloxan-4-yl)-2-[2-({[tris(propan-2-yl)silyl]oxy}methyl)-1H-pyrrolo[3,2-b]pyridin-5-yl]pyrimidin-4-yl]morpholine